[Cu+2].C([O-])([O-])=O.[Co+2].C([O-])([O-])=O cobalt carbonate copper